C(C)(SCCOCCOCCOCCOCCOCCOCCOCCOC)=O S-2,5,8,11,14,17,20,23-octaoxapentacosan-25-yl ethanethioate